C1(C=CC(N1CC(=O)ON1C(CCC1=O)=O)=O)=O N-[α-Maleimidoacetoxy]succinimide